5-cyano-3,4-dimethyl-N-(3-(2-methylpyrimidin-4-yl)-1H-indazol-5-yl)picolinamide C(#N)C=1C(=C(C(=NC1)C(=O)NC=1C=C2C(=NNC2=CC1)C1=NC(=NC=C1)C)C)C